NC1CCC(CC1)C1(CC1)O 1-[(1r,4r)-4-aminocyclohexyl]cyclopropan-1-ol